3-aminobenzenesulfonyl azide NC=1C=C(C=CC1)S(=O)(=O)N=[N+]=[N-]